OC=1C=CC=C(C1)C1=CC=CC=C1 5-hydroxy-[1,1'-biphenyl]